FC(C1=C(CN2C(C=3C(C2=O)=CC=CC3)=O)C=CC(=C1)C(F)(F)F)(F)F N-[2,4-bis(trifluoromethyl)benzyl]phthalimide